2-((2S)-4-(7-(2-Cyclopropylphenyl)-8-fluoro-2-(((2R,7aS)-2-fluorotetrahydro-1H-pyrrolizin-7a(5H)-yl)methoxy)pyrido[4,3-d]pyrimidin-4-yl)piperazin-2-yl)acetonitrile C1(CC1)C1=C(C=CC=C1)C1=C(C=2N=C(N=C(C2C=N1)N1C[C@@H](NCC1)CC#N)OC[C@]12CCCN2C[C@@H](C1)F)F